CN1C(C(=CC(=C1)C1=CC2=C(N=C(N2CCOC(F)(F)F)C2CCOCC2)C=C1)C)=O 1,3-dimethyl-5-[2-tetrahydropyran-4-yl-3-[2-(trifluoromethoxy)ethyl]benzimidazol-5-yl]pyridin-2-one